ethyl-3-amino-1-isopropyl-1H-pyrazole-5-carboxylate C(C)OC(=O)C1=CC(=NN1C(C)C)N